3-{5-Chloro-2-[(oxan-4-yl)amino]pyrimidin-4-yl}-6-[2-oxo-2-(2,3,4,5-tetrahydro-1H-3-benzazepin-3-yl)ethyl]-5H,6H,7H-pyrrolo[3,4-b]pyridin-5-on ClC=1C(=NC(=NC1)NC1CCOCC1)C=1C=C2C(=NC1)CN(C2=O)CC(N2CCC1=C(CC2)C=CC=C1)=O